methyl (2S,4S)-1-((3S,4R)-1-(tert-butyl)-4-(4-chlorophenyl)pyrrolidine-3-carbonyl)-4-(N-(4,4-dimethylcyclohexyl)pivalamido)pyrrolidine-2-carboxylate C(C)(C)(C)N1C[C@H]([C@@H](C1)C1=CC=C(C=C1)Cl)C(=O)N1[C@@H](C[C@@H](C1)N(C(C(C)(C)C)=O)C1CCC(CC1)(C)C)C(=O)OC